4-((tert-butoxycarbonyl)amino)imidazo[1,5-a]quinoxaline-8-carboxylic acid C(C)(C)(C)OC(=O)NC=1C=2N(C3=CC(=CC=C3N1)C(=O)O)C=NC2